7-((1R,2R)-2-fluorocyclopropane-1-carboxamido)-N,N-dimethyl-3-(4-methyl-6-propionylpyridin-3-yl)-1,6-naphthyridine-2-carboxamide F[C@H]1[C@H](C1)C(=O)NC1=NC=C2C=C(C(=NC2=C1)C(=O)N(C)C)C=1C=NC(=CC1C)C(CC)=O